2-ethyl-2-[(6-{[(1S,2S)-2-(hydroxymethyl)cyclopropyl]methoxy}-5-(3-methoxyazetidin-1-yl)pyridin-2-yl)formamido]butanoic acid C(C)C(C(=O)O)(CC)NC(=O)C1=NC(=C(C=C1)N1CC(C1)OC)OC[C@@H]1[C@H](C1)CO